C(C1=CC=CC=C1)C1C(NC(C(N1)=O)CC(=O)O)=O 3-Benzyl-6-carboxymethyl-2,5-diketopiperazin